FC=1C(=C(C=CC1F)[C@H]1[C@@H](O[C@]([C@H]1C)(C(F)(F)F)C)C1=CC(C2=C(N=CN=C2)N1)=O)OC 7-((2R,3S,4S,5R)-3-(3,4-Difluoro-2-methoxyphenyl)-4,5-dimethyl-5-(trifluoromethyl)tetrahydrofuran-2-yl)pyrido[2,3-d]pyrimidin-5(8H)-one